N1C(=CC2=CC=C3C(=C12)C=CC=C3)S(=O)(=O)[O-] benzindolesulfonate